(E)-3-(((2S,3R)-3-butyl-2-fluoro-7-(methylthio)-1,1-dioxido-5-phenyl-2,3,4,5-tetrahydrobenzo[b][1,4]thiazepin-8-yl)oxy)acrylic acid C(CCC)[C@@H]1CN(C2=C(S([C@@H]1F)(=O)=O)C=C(C(=C2)SC)O/C=C/C(=O)O)C2=CC=CC=C2